C1=C(C=CC2=CC=CC=C12)C(=O)C β-naphthylmethyl ketone